FC1=CC=CC=2N=C(OC21)C2=CC=C(C=C2)NC(=O)C2OCCOC2 N-[4-(7-Fluoro-1,3-benzoxazol-2-yl)phenyl]-1,4-dioxan-2-carboxamid